cis-methyl 1-amino-3-(trifluoromethyl)cyclohexanecarboxylate hydrochloride Cl.N[C@]1(C[C@H](CCC1)C(F)(F)F)C(=O)OC